1-[[3-[3-[3-amino-6-(2-hydroxyphenyl)pyridazin-4-yl]-3,8-diazabicyclo[3.2.1]octan-8-yl]phenyl]methyl]piperidine-4-carboxylic acid NC=1N=NC(=CC1N1CC2CCC(C1)N2C=2C=C(C=CC2)CN2CCC(CC2)C(=O)O)C2=C(C=CC=C2)O